Di(aziridin-1-yl)phosphinic acid 5-nitro-4-phenoxy-2,3-dihydro-1H-inden-1-yl ester [N+](=O)([O-])C=1C(=C2CCC(C2=CC1)OP(=O)(N1CC1)N1CC1)OC1=CC=CC=C1